C(N)(=O)C1=CC(=NC2=C1N=CN=C2NC2(CN(CCC2)C(=O)OC(C)(C)C)C2=CC=CC=C2)C2=CC=C(C=C2)CN2CCOCC2 tert-butyl 3-[(8-carbamoyl-6-{4-[(morpholin-4-yl)methyl]phenyl}pyrido[3,2-d]pyrimidin-4-yl)amino]-3-phenylpiperidine-1-carboxylate